4-((2S,5R)-4-((4-Chloro-2-fluorophenyl)(3,3-difluorocyclobutyl)methyl)-2,5-dimethylpiperazin-1-yl)-1-(((S)-tetrahydrofuran-2-yl)methyl)-1H-[1,2,4]triazolo[3,4-b]purine ClC1=CC(=C(C=C1)C(N1C[C@@H](N(C[C@H]1C)C=1C=2N=CN(C2N2C(N1)=NN=C2)C[C@H]2OCCC2)C)C2CC(C2)(F)F)F